N1CCCC=2C1=CN=NC2 1,2,3,4-tetrahydropyrido[2,3-d]Pyridazine